NCC1=CC2=C(C(=NO2)N)C=C1 6-(aminomethyl)benzo[d]isoxazol-3-amine